Cl.Cl.ClC=1C(=NC2=CC=C(C=C2C1)C1=CC=C(C=C1)CCN)N1CCNCC1 2-[4-(3-chloro-2-piperazin-1-yl-6-quinolinyl)phenyl]ethanamine dihydrochloride